Cl.CC1N=C(CC1)N 2-methyl-3,4-dihydro-2H-pyrrol-5-amine hydrochloride